5,7,7,8-tetramethyl-2-(((1-(3,4,5-trifluorobenzyl)-1H-pyrazol-4-yl)methyl)amino)-7,8-dihydropteridin-6(5H)-one CN1C=2C=NC(=NC2N(C(C1=O)(C)C)C)NCC=1C=NN(C1)CC1=CC(=C(C(=C1)F)F)F